COC1=CC2=C(NN=N2)C=C1 5-methoxy-1H-benzo[d][1,2,3]triazole